9-(2,6-difluorophenyl)-3,13-dimethyl-16-thia-2,4,5,8-tetraazatetracyclo[8.6.0.02,6.011,15]Hexadeca-1(10),3,5,8,11(15)-pentaene FC1=C(C(=CC=C1)F)C1=NCC2=NN=C(N2C=2SC=3CC(CC3C12)C)C